5-methoxy-2-(pyridin-3-ylmethoxy)benzaldehyde COC=1C=CC(=C(C=O)C1)OCC=1C=NC=CC1